C(=C)SC=1OC2=C(N1)C=CC(=C2)SC 2-vinylthio-6-methylthiobenzoxazole